CC(=O)N[C@@H]1[C@H]([C@@H]([C@H](O[C@H]1OC[C@@H]2[C@@H]([C@@H]([C@H](C(O2)O)O)O[C@H]3[C@@H]([C@H]([C@@H]([C@H](O3)CO)O[C@H]4[C@@H]([C@H]([C@H]([C@H](O4)CO)O)O)O)O)NC(=O)C)O)CO)O)O The molecule is a branched amino tetrasaccharide that is D-galactopyranose which has been glycosylated at positions 3 and 6 by beta-D-galactopyranosyl-(1->4)-2-acetamido-beta-D-glucopyranosyl and 2-acetamido-beta-D-glucopyranosyl groups, respectively.